FC(COC=1C=CC2=NN(C(C(=C2N1)C1=CC=C(C=C1)OC(F)F)=O)C1=CC=NC=C1)F 6-(2,2-difluoroethoxy)-4-(4-(difluoromethoxy)phenyl)-2-(pyridin-4-yl)pyrido[3,2-c]pyridazin-3(2H)-one